CN1N=CC2=CC=CC(=C12)NS(=O)(=O)C=1C=NC(=CC1)C1=CC(=NN1)C N-(1-METHYL-1H-INDAZOL-7-YL)-6-(3-METHYL-1H-PYRAZOL-5-YL)PYRIDINE-3-SULFONAMIDE